C1=CC=CC=2C3=CC=CC=C3C(C12)COC(=O)N1[C@H](C[C@@H](C1)CNC(=O)OC(C)(C)C)C(=O)O (2R,4R)-1-(((9H-fluoren-9-yl)methoxy)carbonyl)-4-(((tert-butoxycarbonyl)amino)methyl)pyrrolidine-2-carboxylic acid